CC1=CC=C(C(=O)O)C=C1.NC1=CC(=C(C=C1)C(=O)N1C(CN(CC1)C)C1=CC=CC=C1)Br (4-amino-2-bromophenyl)-(4-methyl-2-phenylpiperazin-1-yl)methanone p-methylbenzate